4-propyl-furfural C(CC)C=1C=C(C=O)OC1